N1=C(N=CC=C1)OC1=CC=C(C=C1)C1(CC1)C(=O)N1[C@@H](CCC1)C(=O)N[C@H](C#C)CC(=O)N (2S)-1-[1-(4-Pyrimidin-2-yloxyphenyl)cyclopropanecarbonyl]-N-[(1S)-1-(2-amino-2-oxo-ethyl)prop-2-ynyl]pyrrolidine-2-carboxamide